trans-vinyl-dicyclohexyl-formaldehyde C(=C)C1(CCCCC1)C(=O)C1CCCCC1